BrC1=C(C(=O)OC)C=C(C=C1)NC1=NC=C(C(=N1)Cl)C#N methyl 2-bromo-5-((4-chloro-5-cyanopyrimidin-2-yl)amino)benzoate